CN1C([C@@H](CC1)NC(=O)C1=CN=C2N1N=C(C=C2NC)NC=2C(N(C=CC2)C2=NC=CC=C2)=C=O)=C=O (R)-N-(1-methyl-2-carbonylpyrrolidin-3-yl)-8-(methylamino)-6-((2-carbonyl-2H-[1,2'-bipyridinyl]-3-yl)amino)imidazo[1,2-b]pyridazine-3-carboxamide